cis-1-Ethyl-3-methylcyclopentane C(C)[C@@H]1C[C@@H](CC1)C